FC(C1=CC=C(C(=O)ON=C2CC(C2)OCC2=CC=CC=C2)C=C1)(F)F 3-benzyloxycyclobutane-1-one O-(4-(trifluoromethyl)benzoyl) oxime